3-bromo-2-methyl-1H-pyrrolo[2,3-b]pyridine-1-carboxylic acid tert-butyl ester C(C)(C)(C)OC(=O)N1C(=C(C=2C1=NC=CC2)Br)C